(7S)-6-(tert-Butoxycarbonyl)-1-oxa-6-azaspiro[3.4]octane-7-carboxylic acid C(C)(C)(C)OC(=O)N1CC2(CCO2)C[C@H]1C(=O)O